COC=1C=C2C=C(C=NC2=CC1OC)C=1C=CC(NC1)=O 5-(6,7-Dimethoxy-quinolin-3-yl)-1H-pyridin-2-one